BrC1=CC(=C2C(N(C3(C2=C1)CCCCC3)CC3=CC=C(C=C3)OC)=O)C 6'-Bromo-2'-(4-methoxybenzyl)-4'-methylspiro[cyclohexane-1,1'-isoindolin]-3'-one